ClC=1C=NN(C1CC1N(C(C2=C(C=CC=C12)OC)=O)CC1CC2(C1)OC(NC2)=O)C 2-((1-((4-chloro-1-methyl-1H-pyrazol-5-yl)methyl)-4-methoxy-3-oxoisoindolin-2-yl)methyl)-5-oxa-7-azaspiro[3.4]octan-6-one